1-(2-cyano-6-methoxyphenyl)cyclopropane-1-carboxylic acid C(#N)C1=C(C(=CC=C1)OC)C1(CC1)C(=O)O